The molecule is an L-phenylalanine derivative in which the phenyl group of L-phenylalanine is replaced by a 3,4-dioxocyclohexa-1,5-dien-1-yl group. It has a role as a human metabolite and a mouse metabolite. It is a L-phenylalanine derivative and a member of 1,2-benzoquinones. It is a tautomer of a L-dopaquinone zwitterion. C1=CC(=O)C(=O)C=C1C[C@@H](C(=O)O)N